p-bromophenylcarboxylic acid BrC1=CC=C(C=C1)C(=O)O